C1CCCC2CCC3C4CCC5C(CC6=CC7=CC=CC=C7N=C6C5)C4CC=C3C12 1,2,3,4,4a,5,6,6a,6b,7,8,8a,9,16,16a,16b,17,18b-octadecahydrochryseno[1,2-b]acridin